3-(3-bromophenyl)-4-isopropyl-1,2,4-triazole BrC=1C=C(C=CC1)C1=NN=CN1C(C)C